1-(2-chloroethyl)azepane hydrochloride Cl.ClCCN1CCCCCC1